OCC1=CC=C(C=C1)C=1C=2C=CC=3N(C2N=C(C1)C(F)(F)F)C=C(N3)C(=O)OCC ethyl 4-(4-(hydroxymethyl)phenyl)-2-(trifluoromethyl)imidazo[1,2-a][1,8]naphthyridine-8-carboxylate